FC(C1=NN(C=C1N1CC=C(C=C1)C=1OC=C(N1)C(=O)N)C1=CC=C(C=C1)C(N(C)CCO)=O)F 1-N-[3-(difluoromethyl)-1-[4-[2-hydroxyethyl(methyl)carbamoyl]phenyl]pyrazol-4-yl]-2-(4-pyridyl)oxazole-4-carboxamide